tin-silicon-germanium [Ge].[Si].[Sn]